disodium silicon fluoride [Si](F)(F)(F)F.[Na].[Na]